2-methylsulfonyl-5-fluorobenzaldehyde CS(=O)(=O)C1=C(C=O)C=C(C=C1)F